8-Chloro-6-(1,1-difluoroethyl)-3-isopropyl-imidazo[1,2-a]pyridine ClC=1C=2N(C=C(C1)C(C)(F)F)C(=CN2)C(C)C